C(CC)S(=O)(=O)OC(CS)=O.[Na] sodium thioglycolyl propanesulfonate